FC=1C(=NC(=NC1)C)NC=1C2=C(NN1)C(N(C2)C(=O)N2C[C@H]1N(C[C@@H]2C)CCC1)(C)C N-(5-fluoro-2-methylpyrimidin-4-yl)-6,6-dimethyl-5-{[(3S,8aS)-3-methylhexahydropyrrolo[1,2-a]pyrazin-2(1H)-yl]carbonyl}-1,4,5,6-tetrahydropyrrolo[3,4-c]pyrazol-3-amine